F[C@@H](C(=O)[18F])[C@@H](O)[C@H](O)[C@H](O)CO fluoro(18F)-fluorodeoxyglucose